di(p-toluenesulfonyloxy)propane CC1=CC=C(C=C1)S(=O)(=O)OC(C)(C)OS(=O)(=O)C1=CC=C(C)C=C1